(2-amino-6-fluoro-5-(4-(piperidin-4-yl)phenyl)pyridin-3-yl)-3,4-dihydroisoquinolin-1(2H)-one NC1=NC(=C(C=C1N1C(C2=CC=CC=C2CC1)=O)C1=CC=C(C=C1)C1CCNCC1)F